r-biphenyl-3,3'-dicarboxylic acid dipotassium salt [K+].[K+].C1(=CC(=CC=C1)C(=O)[O-])C1=CC(=CC=C1)C(=O)[O-]